[I-].NCCCCNC/1=C(CCC\C1=C/C=C\1/N(C2=CC=CC=C2C1(C)C)CC)/C=C/C1=[N+](C2=CC=CC=C2C1(C)C)CC 2-((E)-2-((E)-2-((4-aminobutyl)amino)-3-((E)-2-(1-ethyl-3,3-dimethylindolin-2-ylidene)ethylidene)cyclohex-1-en-1-yl)vinyl)-1-ethyl-3,3-dimethyl-3H-indol-1-ium iodide